dibutyltin(II) dilaurate C(CCCCCCCCCCC)(=O)O.C(CCCCCCCCCCC)(=O)O.C(CCC)[Sn]CCCC